C1(=CC(=CC=C1)C(CNC1=CC=CC=C1)C)C(CNC1=CC=CC=C1)C 4'-[1,3-phenylenebis(1-methylethylene)]bisaniline